monon-dodecyl phosphate P(=O)(OCCCCCCCCCCCC)([O-])[O-]